2-(chloromethyl)-1-((1-(fluoromethyl) cyclopropyl) methyl)-1H-benzo[d]imidazole-6-carboxylate ClCC1=NC2=C(N1CC1(CC1)CF)C=C(C=C2)C(=O)[O-]